C1(=CC=C(C=C1)CC#N)C1=CC=C(C=C1)CC#N 4,4'-biphenyldiacetonitrile